azido-3-(trifluoromethyl)-[1,1'-biphenyl]-4-carboxylic acid methyl ester COC(=O)C1=C(C(=C(C=C1)C1=CC=CC=C1)N=[N+]=[N-])C(F)(F)F